C(CC)C=1C=C(C(=O)NC=2C=C3C(=CNC3=CC2)C2CC3CCCCN3CC2)C=CC1 5-(3-propylbenzoyl)amino-3-(octahydro-2H-quinolizin-2-yl)-1H-indole